COC=1C=CC(=NC1)C(F)(F)F 5-methoxy-2-(trifluoromethyl)pyridine